(S)-ethyl 2-hydroxypropionate O[C@H](C(=O)OCC)C